3H,5H,7H-furo[3,4-d]pyrimidine-2,4-dione N1C(NC(C2=C1COC2)=O)=O